NC1=NC=CC(=C1Cl)C(=C)C1=NNC2=NC(=CN=C21)N2CCC1(CC2)[C@@H](C2=CC(=CC=C2C1)F)N (S)-1'-(3-(1-(2-amino-3-chloropyridin-4-yl)vinyl)-1H-pyrazolo[3,4-b]pyrazin-6-yl)-6-fluoro-1,3-dihydrospiro[indene-2,4'-piperidine]-1-amine